(6-fluoro-1H-indol-3-yl)(4-(3-hydroxypentan-3-yl)thiazol-2-yl)methanone FC1=CC=C2C(=CNC2=C1)C(=O)C=1SC=C(N1)C(CC)(CC)O